C(C)OC(=O)C=1C(=C2C(=NC1)NC=C2)N[C@H]2CN(CCC2)C(=O)OC(C)(C)C.OC2=CC=C(C=C2)C(C)(C)C2=CC=C(C=C2)O 2,2-bis-(4-hydroxyphenyl)propane ethyl-(R)-4-((1-(tert-butoxycarbonyl)piperidin-3-yl)amino)-1H-pyrrolo[2,3-b]pyridine-5-carboxylate